tert-butyl ((S)-5-((4-((1-(tert-butyl)-3-((1S,3R)-3-((tert-butyldimethylsilyl)oxy)cyclopentyl)-1H-pyrazol-5-yl)amino)pyrimidin-2-yl)oxy)pentan-2-yl)carbamate C(C)(C)(C)N1N=C(C=C1NC1=NC(=NC=C1)OCCC[C@H](C)NC(OC(C)(C)C)=O)[C@@H]1C[C@@H](CC1)O[Si](C)(C)C(C)(C)C